4-(9-carbazolyl)butylphosphonic acid C1=CC=CC=2C3=CC=CC=C3N(C12)CCCCP(O)(O)=O